(1R,2R,3R,5R,6R)-2-amino-6-fluoro-3-[(4-fluorophenyl)methoxy]bicyclo[3.1.0]hexane-2,6-dicarboxylic acid N[C@@]1([C@@H]2[C@]([C@@H]2C[C@H]1OCC1=CC=C(C=C1)F)(C(=O)O)F)C(=O)O